5-(7-Methylpyrido[2,3-b]pyrazin-6-yl)-4,5,6,7-tetrahydrothiazolo[5,4-c]pyridine-2-amine CC1=CC=2C(=NC=CN2)N=C1N1CC2=C(CC1)N=C(S2)N